1-((2R,4S,5R)-4-hydroxy-5-(hydroxymethyl)-5-vinyltetrahydrofuran-2-yl)-2,4-dioxo-1,2,3,4-tetrahydropyrimidine-5-carbonitrile O[C@H]1C[C@@H](O[C@]1(C=C)CO)N1C(NC(C(=C1)C#N)=O)=O